N-[4-(2-fluorophenoxy)-6-(2-isopropylphenyl)pyrimidin-2-yl]-3-methoxy-benzenesulfonamide FC1=C(OC2=NC(=NC(=C2)C2=C(C=CC=C2)C(C)C)NS(=O)(=O)C2=CC(=CC=C2)OC)C=CC=C1